C(C)(=O)OC1CN(CC2=CN=CC=C12)C(=O)OC(C)(C)C tert-Butyl 4-acetoxy-3,4-dihydro-1H-2,7-naphthyridine-2-carboxylate